5-(3,4-Dimethylphenyl)-3-[3-(trifluoromethoxy)phenyl]-isoxazole CC=1C=C(C=CC1C)C1=CC(=NO1)C1=CC(=CC=C1)OC(F)(F)F